NC1=NC=CC(=N1)C1=C(N=CN1C1CCNCC1)C1=CC=C(C=C1)F 5-(2-amino-4-pyrimidinyl)-4-(4-fluorophenyl)-1-(4-piperidinyl)imidazole